C(C)(=O)C=1C(OC2=C(C1N1CCOCC1)C=CC(=C2)NC2=NC=CC(=N2)C2=C(C=CC=C2)N(C)C)=O 3-acetyl-7-{[4-(2-dimethylaminophenyl)pyrimidin-2-yl]amino}-4-morpholino-2H-benzopyran-2-one